(1S,4R,5S)-4-((6-chloropyridin-3-yl)-methyl)-2-(3-(3-oxo-2,3-dihydropyridazin-4-yl)-1H-pyrazol-5-yl)-2-azabicyclo[3.1.0]hexan-3-one ClC1=CC=C(C=N1)C[C@H]1C(N([C@H]2C[C@@H]12)C1=CC(=NN1)C=1C(NN=CC1)=O)=O